3-[4-(4-methylpiperazin-1-yl)pyridin-2-yl]-1H-indazole CN1CCN(CC1)C1=CC(=NC=C1)C1=NNC2=CC=CC=C12